3-(hydroxymethyl)pyridin OCC=1C=NC=CC1